ethyl 3-oxo-4-(trifluoromethyl)-1-azabicyclo[2.2.2]octane-2-carboxylate O=C1C(N2CCC1(CC2)C(F)(F)F)C(=O)OCC